N-cyclopropyl-2-(difluoromethoxy)-6-methoxy-4-[7-(2-pyridylmethoxy)imidazo[1,2-a]pyridin-3-yl]benzamide C1(CC1)NC(C1=C(C=C(C=C1OC)C1=CN=C2N1C=CC(=C2)OCC2=NC=CC=C2)OC(F)F)=O